OC=1C(=NC=CC1)C1=NC=CC=C1O 3,3'-dihydroxybipyridine